C(C)N1C(NC2=C(C(=CC=3C2=C1N=CN3)CN3CCN(CC3)C=3C=CC(=NC3C)C(=O)O)F)=O 5-(4-((3-ethyl-9-fluoro-2-oxo-2,3-dihydro-1H-pyrimido[4,5,6-de]quinazolin-8-yl)methyl)piperazin-1-yl)-6-methylpicolinic acid